4-{5-[(R)-(1,3-Dimethyl-azetidin-3-yl)-hydroxy-(4-isopropyl-phenyl)-methyl]-pyridin-3-ylethynyl}-cyclohexanol CN1CC(C1)(C)[C@@](C=1C=C(C=NC1)C#CC1CCC(CC1)O)(C1=CC=C(C=C1)C(C)C)O